(S)-benzyl 2-(2-chloroacetamido)-3-hydroxypropanoate ClCC(=O)N[C@H](C(=O)OCC1=CC=CC=C1)CO